(2s,4s)-2-(6-cyclobutyl-2-azaspiro[3.3]heptane-2-carbonyl)-7-oxa-5-azaspiro[3.4]octan-6-one C1(CCC1)C1CC2(CN(C2)C(=O)C2CC3(C2)NC(OC3)=O)C1